FC1=C(C(=CC=C1)C(F)(F)F)COC1CN(C1)C(=O)OC(C)(C)C tert-Butyl 3-[[2-fluoro-6-(trifluoromethyl)phenyl]methoxy]azetidine-1-carboxylate